CC=1C=C(C=CC1O)C(=O)OC1=CC(=CC(=C1)OC(=O)C1=CC(=C(C=C1)O)C)OC(=O)C1=CC(=C(C=C1)O)C 1,3,5-tris(3-methyl-4-hydroxyphenylcarbonyloxy)benzene